OCCC(=O)OC methyl 3-hydroxypropionate